N1CCN2C1=NCCC2 1,2,3,5,6,7-hexahydroimidazo[1,2-a]pyrimidine